N-((R)-1-(2-bromo-6-(difluoromethoxy)phenyl)but-3-en-1-yl)-2-methylpropane-2-sulfinamide BrC1=C(C(=CC=C1)OC(F)F)[C@@H](CC=C)NS(=O)C(C)(C)C